2-(2,6-dioxopiperidin-3-yl)-5-(piperidin-4-yl)-3,5-dihydro-1H-pyrrolo[3,4-c]pyridine-1,4(2H)-dione O=C1NC(CCC1N1CC=2C(N(C=CC2C1=O)C1CCNCC1)=O)=O